CN1N=NC(=C1NC(O[C@H](C)C=1C(=NC=C(C1)F)F)=O)C1=NC=C(C=C1)NC(=O)C12CC(C1)(C2)S(=O)(=O)C (R)-1-(2,5-difluoropyridin-3-yl)ethyl (1-methyl-4-(5-(3-(methylsulfonyl)bicyclo[1.1.1]pentane-1-carboxamido)pyridin-2-yl)-1H-1,2,3-triazol-5-yl)carbamate